N,N-dimethyl-bis(pyridin-2-yl)methylamine CN(C)C(C1=NC=CC=C1)C1=NC=CC=C1